3-(6-chloroimidazo[1,2-b]pyridazin-8-yl)-3-azabicyclo[3.1.1]heptane ClC=1C=C(C=2N(N1)C=CN2)N2CC1CC(C2)C1